1,3-bis((1,3,4-thiadiazole-2-yl)thio)propane S1C(=NN=C1)SCCCSC=1SC=NN1